COC(=O)C1=CC2=C(CN([C@@H](CO2)C)C(=O)C2(CCC2)C)C=C1.C(C)(C)(C)P(C1=C(C2=CC=CC=C2C=C1)C1=CC=CC2=CC=CC=C12)C(C)(C)C ditert-butyl-(1-naphthalen-1-ylnaphthalen-2-yl)phosphane methyl-(R)-3-methyl-4-(1-methylcyclobutane-1-carbonyl)-2,3,4,5-tetrahydrobenzo[f][1,4]oxazepine-8-carboxylate